ClC1=CC=C(C(=C1C#N)C)OC1CC2(CN(C2)CCCC=2C=NNC(C2Cl)=O)C1 6-chloro-3-[[2-[3-(5-chloro-6-oxo-1H-pyridazin-4-yl)propyl]-2-azaspiro[3.3]heptan-6-yl]oxy]-2-methyl-benzonitrile